C1(CCCC1)N(C1=NC2=CC=CC=C2C(N1NC(CC1=CC(=C(C=C1)F)F)=O)=O)C N-[2-(Cyclopentyl-methyl-amino)-4-oxo-4H-quinazolin-3-yl]-2-(3,4-difluoro-phenyl)-acetamide